tert-butyl (2S,4R)-4-hydroxy-2-[[2-hydroxy-4-(4-methylthiazol-5-yl)phenyl]methyl carbamoyl]pyrrolidine-1-carboxylate O[C@@H]1C[C@H](N(C1)C(=O)OC(C)(C)C)C(NCC1=C(C=C(C=C1)C1=C(N=CS1)C)O)=O